(E)-3-[3-[[1-(2-Chlorophenyl)triazol-4-yl]methoxy]-4-methoxyphenyl]-1-(2-hydroxy-4,6-dimethoxyphenyl)prop-2-en-1-one ClC1=C(C=CC=C1)N1N=NC(=C1)COC=1C=C(C=CC1OC)/C=C/C(=O)C1=C(C=C(C=C1OC)OC)O